di(2-naphthyl)diethoxysilane C1=C(C=CC2=CC=CC=C12)[Si](OCC)(OCC)C1=CC2=CC=CC=C2C=C1